5-bromo-4-methylbenzo[d]isoxazol-3-amine BrC=1C=CC2=C(C(=NO2)N)C1C